COC1=CC=C(C=C1)CC(=O)N1CC(C=CC1)C 1-(2-(4-methoxyphenyl)acetyl)-3-methyl-1,2,3,6-tetrahydropyridin